2-(1-(2,2-Difluoroethyl)-1H-pyrazol-5-yl)pyrimidine-2,4-diamine FC(CN1N=CC=C1C1(NC=CC(=N1)N)N)F